N-(6-fluoropyridin-3-yl)-2-{methyl[2-(1-methyl-1H-imidazol-4-yl)-5H,6H,7H-cyclopenta[d]pyrimidin-4-yl]amino}acetamide FC1=CC=C(C=N1)NC(CN(C=1C2=C(N=C(N1)C=1N=CN(C1)C)CCC2)C)=O